C(C)OCCNC(=O)C1CN(C1)C1=C(C=C2C(C(=CN(C2=N1)C=1SC=C(N1)C=1C=NC=CC1)C(=O)O)=O)F 7-{3-[(2-ethoxyethyl)carbamoyl]azetidin-1-yl}-6-fluoro-4-oxo-1-[4-(pyridin-3-yl)-1,3-thiazol-2-Yl]-1,4-dihydro-1,8-naphthyridine-3-carboxylic acid